[NH]C=1C(=NC=CN1)NC1=CC=CC=C1 3-(λ2-azaneyl)-N-phenylpyrazin-2-amine